3-ethyl-7-((4-(4-oxo-4H-pyrido[1,2-a]pyrimidin-8-yl)piperazin-1-yl)methyl)quinazoline-2,4(1H,3H)-dione C(C)N1C(NC2=CC(=CC=C2C1=O)CN1CCN(CC1)C1=CC=2N(C(C=CN2)=O)C=C1)=O